(cyclopropylmethyl)-1-(2,6-dimethoxyphenyl)-2-(6-ethoxypyridin-2-yl)-N-(4-methoxybenzyl)-1H-imidazo[4,5-b]pyrazin-6-amine C1(CC1)CC=1N=C2C(=NC1NCC1=CC=C(C=C1)OC)N(C(=N2)C2=NC(=CC=C2)OCC)C2=C(C=CC=C2OC)OC